FC1=CC(=CC=2N(C([C@H](CCC21)NC(=O)N2N=CC(=C2)CC2=NC(=CC=C2)F)=O)C)C#CC(CO)(C)C (S)-N-(6-Fluoro-8-(4-hydroxy-3,3-dimethylbut-1-yn-1-yl)-1-methyl-2-oxo-2,3,4,5-tetrahydro-1H-benzo[b]azepin-3-yl)-4-((6-fluoropyridin-2-yl)methyl)-1H-pyrazole-1-carboxamide